2-amino-3-(difluoromethyl)quinolin-7-ol NC1=NC2=CC(=CC=C2C=C1C(F)F)O